C(=O)(O)C=1C=C(C(=O)O)C=C(C1O)C(=O)O 3,5-dicarboxyl-4-hydroxybenzoic acid